F[C@@H]1CC2=CC=3CCCC3C(=C2C1)NC(=O)NS(=O)(=NC(C1=CC=CC=C1)(C1=CC=CC=C1)C1=CC=CC=C1)C=1C=NN2C1OC(C2)(C)C N-(((R)-2-fluoro-1,2,3,5,6,7-hexahydro-s-indacen-4-yl)carbamoyl)-2,2-dimethyl-N'-trityl-2,3-dihydropyrazolo[5,1-b]oxazole-7-sulfonimidamide